[N+](=O)([O-])C1=CC=C(C=C1)N(C(=O)N)C1=C(C=C(C=C1)Br)C1=NN=NN1 N-4-nitrophenyl-N-[4-bromo-2-(1H-tetrazol-5-yl)phenyl]urea